C1(CC1)C1=C(C=C(C=C1)NC(=O)[C@H]1C(C1)(F)F)C1=NC=C(C=C1)F (1S)-N-[4-cyclopropyl-3-(5-fluoropyridin-2-yl)phenyl]-2,2-difluorocyclopropane-1-carboxamide